tert-butyl (4-methyl-1-(1-methyl-5-((2-(trifluoromethyl)pyridin-3-yl)thio)-1H-imidazo[4,5-b]pyrazin-2-yl)piperidin-4-yl)carbamate CC1(CCN(CC1)C1=NC=2C(=NC=C(N2)SC=2C(=NC=CC2)C(F)(F)F)N1C)NC(OC(C)(C)C)=O